4-(cyclopentylmethoxy)-6-(prop-2-yloxy)quinoline-7-carboxamide C1(CCCC1)COC1=CC=NC2=CC(=C(C=C12)OC(C)C)C(=O)N